N-(2-((2-(bis(methyl-d3)amino)ethyl)(methyl)amino)-5-((4-((4-chloro-5-fluoro-2-(2-hydroxypropan-2-yl)phenyl)amino)-1,3,5-triazin-2-yl)amino)-4-methoxyphenyl)acrylamide C([2H])([2H])([2H])N(CCN(C1=C(C=C(C(=C1)OC)NC1=NC=NC(=N1)NC1=C(C=C(C(=C1)F)Cl)C(C)(C)O)NC(C=C)=O)C)C([2H])([2H])[2H]